butoxy-8-methoxyflavone hydrochloride Cl.C(CCC)OC1=C(OC2=C(C=CC=C2C1=O)OC)C1=CC=CC=C1